ClC1=CC(=C(C(=O)OC)C=C1Cl)F methyl 4,5-dichloro-2-fluorobenzoate